FC(C=1N=CC(=NC1)N1CC=2N(CC1)N=C(N2)COC[C@H](C)N)(F)F (S)-1-((7-(5-(trifluoromethyl)pyrazin-2-yl)-5,6,7,8-tetrahydro-[1,2,4]triazolo[1,5-a]pyrazin-2-yl)methoxy)propan-2-amine